CC(C(=O)OCC(COC(C(CC1=CC(=C(C(=C1)C(C)(C)C)O)C(C)(C)C)C)=O)(COC(C(CC1=CC(=C(C(=C1)C(C)(C)C)O)C(C)(C)C)C)=O)COC(C(CC1=CC(=C(C(=C1)C(C)(C)C)O)C(C)(C)C)C)=O)CC1=CC(=C(C(=C1)C(C)(C)C)O)C(C)(C)C pentaerythritol tetra[methyl-beta-(3,5-di-tert-butyl-4-hydroxyphenyl) propionate]